2-amino-N-((1R)-1-(3-chloro-2-pyridinyl)ethyl)-3-methyl-N-((6-(trifluoromethyl)-3-pyridazinyl)methyl)-6-quinolinecarboxamide NC1=NC2=CC=C(C=C2C=C1C)C(=O)N(CC=1N=NC(=CC1)C(F)(F)F)[C@H](C)C1=NC=CC=C1Cl